FC=1C=C2C(N(C=NC2=CC1C1=NC=C(C=N1)C)CCC[C@H](C)NC=1C=NNC(C1C(F)(F)F)=O)=O (S)-6-fluoro-7-(5-methylpyrimidin-2-yl)-3-(4-((6-oxo-5-(trifluoromethyl)-1,6-dihydropyridazin-4-yl)amino)pentyl)quinazolin-4(3H)-one